C(C)(C)(C)OC(=O)NC(C(=O)OC[C@H](CCCCCCCCCC)CCCCCCCC)CC(=O)OCC(CCCCCCCCCC)CCCCCCCC (2S)-bis(2-octyldodecyl) 2-((tert-butoxycarbonyl)amino)succinate